FC=1C=C(C(=NC1)O)CN1C(C2=CC=CC=C2C1=O)=O 2-[(5-fluoro-2-hydroxy-3-pyridinyl)methyl]Isoindoline-1,3-dione